ethyl 2-(3,4-dichlorophenyl)-1-ethyl-6-[(3-hydroxypyrazol-1-yl)methyl]-4-oxo-pyridine-3-carboxylate ClC=1C=C(C=CC1Cl)C=1N(C(=CC(C1C(=O)OCC)=O)CN1N=C(C=C1)O)CC